ClC=1C(=NC(=NC1)NC=1C=NN(C1)C(C)C)C1=C(C(=O)O)C=CC=C1 (5-chloro-2-((1-isopropyl-1H-pyrazol-4-yl)amino)pyrimidin-4-yl)benzoic acid